NC1=C(C=CC(=C1)N)C(=O)OCCC propyl 2,4-diaminophenylformate